C(C)O/C=C/C=1C(=CC(N(C1)C(C(=O)OCC)CCC)=O)C(F)(F)F Ethyl (E)-2-(5-(2-ethoxyvinyl)-2-oxo-4-(trifluoromethyl)pyridin-1(2H)-yl)pentanoate